4-(isopropylamino)-2-(methylmercapto)pyrimidine-5-carbonitrile C(C)(C)NC1=NC(=NC=C1C#N)SC